C(C=C)C=1C(=C(C=C(C1)C)N1N=C2C(=N1)C=CC=C2)O 2-(3'-allyl-2'-hydroxy-5'-methylphenyl)benzotriazole